NC1=NC=C(C=C1C1=C(C(=O)N(C)C)C=CC=C1)Br (2-amino-5-bromo-3-pyridinyl)-N,N-dimethyl-benzamide